1-(2-(2-(2-(2-((1,3-dithiolan-2-ylidene)amino)ethoxy)ethoxy)ethoxy)ethyl)-1H-1,2,3-triazol S1C(SCC1)=NCCOCCOCCOCCN1N=NC=C1